3,4-dihydroxyL-benzene OC=1C=CC=CC1O